CC(=O)N[C@@H]1[C@H]([C@@H]([C@H](O[C@H]1NC(=O)C[C@@H](C(=O)[O-])[NH3+])CO)O[C@H]2[C@@H]([C@H]([C@@H]([C@H](O2)CO)O[C@H]3[C@H]([C@H]([C@@H]([C@H](O3)CO[C@@H]4[C@H]([C@H]([C@@H]([C@H](O4)CO)O)O)O[C@H]5[C@@H]([C@H]([C@@H]([C@H](O5)CO)O)O)NC(=O)C)O)O[C@@H]6[C@H]([C@H]([C@@H]([C@H](O6)CO)O)O)O[C@H]7[C@@H]([C@H]([C@@H]([C@H](O7)CO)O)O)NC(=O)C)O[C@H]8[C@@H]([C@H]([C@H](O8)CO)O)O)O)NC(=O)C)O The molecule is an amino acid zwitterion that is the zwitterionic form of N(4)-{N-acetyl-beta-D-glucosaminyl-(1->2)-alpha-D-mannosyl-(1->3)-[N-acetyl-beta-D-glucosaminyl-(1->2)-alpha-D-mannosyl-(1->6)]-[beta-D-xylosyl-(1->2)]-beta-D-mannosyl-(1->4)-N-acetyl-beta-D-glucosaminyl-(1->4)-N-acetyl-beta-D-glucosaminyl}-L-asparagine. It is a tautomer of a N(4)-{N-acetyl-beta-D-glucosaminyl-(1->2)-alpha-D-mannosyl-(1->3)-[N-acetyl-beta-D-glucosaminyl-(1->2)-alpha-D-mannosyl-(1->6)]-[beta-D-xylosyl-(1->2)]-beta-D-mannosyl-(1->4)-N-acetyl-beta-D-glucosaminyl-(1->4)-N-acetyl-beta-D-glucosaminyl}-L-asparagine.